CN(C(CC=1SC2=C(N1)C=C(C=C2)C2=NC[C@H](CC2)C)C)C N,N-dimethyl-1-(5-((S)-5-methyl-3,4,5,6-tetrahydropyridin-2-yl)benzo[d]thiazol-2-yl)Propan-2-amine